C(C)(C)N(C1=CC=C(C=C1)N)C1=CC=CC=C1 N-isopropyl-N-phenyl-1,4-phenylenediamine